COC(C(C(=O)O)(CC1=CC=C(C=C1)C)C)=O 3-methoxy-2-methyl-2-(4-methylbenzyl)-3-oxopropanoic acid